ethyl 4-fluoro-3-((1-methyl-6-((1-methyl-1H-pyrazol-4-yl)amino)-1H-pyrazolo[3,4-d]pyrimidin-3-yl)amino)benzoate FC1=C(C=C(C(=O)OCC)C=C1)NC1=NN(C2=NC(=NC=C21)NC=2C=NN(C2)C)C